(R)-1-((2-((tert-butoxycarbonyl)amino)propyl)amino)furo[3,2-f]quinoline-2-carboxylic acid ethyl ester C(C)OC(=O)C1=C(C2=C3C=CC=NC3=CC=C2O1)NC[C@@H](C)NC(=O)OC(C)(C)C